2-((1R,3R)-3-hydroxycyclopentylamino)-4-(1-(3-methylbutanoyl)piperidin-4-ylamino)pyrimidine-5-carboxamide O[C@H]1C[C@@H](CC1)NC1=NC=C(C(=N1)NC1CCN(CC1)C(CC(C)C)=O)C(=O)N